cumyl cyanide C(C)(C)(C1=CC=CC=C1)C#N